2-[1-[2-[4-[3-[1-(5-chloropyrimidin-2-yl)-4-piperidyl]propoxy]-2-fluoro-phenyl]acetyl]-3-hydroxy-azetidin-3-yl]-N-[3-hydroxy-2,2-bis(hydroxymethyl)propyl]acetamide ClC=1C=NC(=NC1)N1CCC(CC1)CCCOC1=CC(=C(C=C1)CC(=O)N1CC(C1)(O)CC(=O)NCC(CO)(CO)CO)F